COC(C(CC(C)C)N1C(N=C(C(=C1)C=COCC)C(C)C)=O)=O 2-(5-(2-ethoxyvinyl)-4-isopropyl-2-oxopyrimidin-1(2H)-yl)-4-methylpentanoic acid methyl ester